C(C)(C)C1N(C=CC1)C 2-isopropyl-1-methyl-2,3-dihydro-1H-pyrrole